C(C=C)(=O)OCC(C(C(C(CO)O)O)O)O 2,3,4,5,6-pentahydroxyhexyl acrylate